C(C)C1=NC(=CC=C1N1C[C@H](CCC1)CC(=O)OCC)C=1N=NN(C1COC(N(C)C12CC(C1)(C2)F)=O)C ethyl (R)-2-(1-(2-ethyl-6-(5-((((3-fluorobicyclo[1.1.1]pentan-1-yl)(methyl)carbamoyl)oxy)methyl)-1-methyl-1H-1,2,3-triazol-4-yl)pyridin-3-yl)piperidin-3-yl)acetate